O=C1NC2=C(C=3C=CC=CC13)C=C(S2)C=O 5-Oxo-4,5-dihydrothieno[2,3-c]isoquinoline-2-carbaldehyde